ClC1=CC(=C(C=C1OC)C=1N=NC=CC1)F 3-(4-chloro-2-fluoro-5-methoxyphenyl)pyridazine